2-(((1R,4R)-4-(((2S,4R)-2-methyl-1-propionyl-1,2,3,4-tetrahydroquinolin-4-yl)amino)cyclohexyl)amino)oxazole-4-carboxylic acid C[C@@H]1N(C2=CC=CC=C2[C@@H](C1)NC1CCC(CC1)NC=1OC=C(N1)C(=O)O)C(CC)=O